ethyl 5-(3-{(E)-2-[6-(benzyloxy)-7-methoxy-1,2,3,4-tetrahydroisoquinolin-1-yl]ethenyl}-4-methylphenyl)pyridine-2-carboxylate C(C1=CC=CC=C1)OC=1C=C2CCNC(C2=CC1OC)/C=C/C=1C=C(C=CC1C)C=1C=CC(=NC1)C(=O)OCC